ClC1=CC2=C(C(=C(N(S2(=O)=O)C)C(NC2=NC=CC=C2)=O)O)S1 6-chloro-4-hydroxy-2-methyl-3-(2-pyridylcarbamoyl)-2H-thieno[2,3-e]-1,2-thiazine-1,1-dioxide